ClC=1C(=C(C=CC1)B(O)O)C 3-CHLORO-2-METHYLPHENYLBORONIC ACID